5-(8-(8,8-difluoro-2-(3-fluorobenzyl)-2,6-diazaspiro[3.4]octan-6-yl)imidazo[1,2-b]pyridazin-6-yl)pyrimidine-2,4(1H,3H)-dione FC1(CN(CC12CN(C2)CC2=CC(=CC=C2)F)C=2C=1N(N=C(C2)C=2C(NC(NC2)=O)=O)C=CN1)F